(4-(4-((3-chlorobenzyl)amino)-7-(3,5-dimethylisoxazol-4-yl)quinazolin-2-Yl)-1H-pyrazol-1-yl)acetamide ClC=1C=C(CNC2=NC(=NC3=CC(=CC=C23)C=2C(=NOC2C)C)C=2C=NN(C2)CC(=O)N)C=CC1